C(CCC)OC1(CC(C(CC1)C(C)C)C1=CC(=C(C=C1)O)OC)C 4-(Butoxymenthyl)-2-methoxyphenol